pentaphenyl-phosphine C1(=CC=CC=C1)P(C1=CC=CC=C1)(C1=CC=CC=C1)(C1=CC=CC=C1)C1=CC=CC=C1